ClC=1C=C(SC1Cl)C(=O)NCC1=C(C=CC2=C1N(C=N2)C)OC 4,5-dichloro-N-((6-methoxy-1-methyl-1H-benzimidazol-7-yl)-methyl)thiophene-2-carboxamide